(S)-tert-butyl (1-((3-chloro-2-fluorobenzyl)amino)-4-(methylthio)-1-oxobutan-2-yl)carbamate ClC=1C(=C(CNC([C@H](CCSC)NC(OC(C)(C)C)=O)=O)C=CC1)F